1-(1-hydroxy-2-methylpropan-2-yl)-N,N-bis(4-methoxybenzyl)-3-methyl-1H-pyrazole-4-sulfonamide OCC(C)(C)N1N=C(C(=C1)S(=O)(=O)N(CC1=CC=C(C=C1)OC)CC1=CC=C(C=C1)OC)C